FC1=C(OC2=CC=3N(C=C2C=2C4=C(C(N(C2)C)=O)NC=C4)C(=NC3)S(=O)(=O)CC)C=CC(=C1)F 4-(7-(2,4-difluorophenoxy)-3-(ethylsulfonyl)imidazo[1,5-a]pyridin-6-yl)-6-methyl-1,6-dihydro-7H-pyrrolo[2,3-c]pyridin-7-one